2-(3-bromo-4-methoxy-phenyl)-2-methyl-tetrahydrofuran BrC=1C=C(C=CC1OC)C1(OCCC1)C